C(C)(C)(C)C1=CC=C(OCCOC2=C(C=C(C=C3C(N(C(S3)=S)C3=CC=CC=C3)=O)C=C2)OC)C=C1 5-(4-(2-(4-(tert-butyl)phenoxy)ethoxy)-3-methoxybenzylidene)-3-phenyl-2-thioxothiazolidin-4-one